FC(C=1C(=NC(=NC1)NC1=C(C=C(C=C1)N1CCN(CC1)C)CC)NCCCN1CCOCC(C1=O)(C)C)F 4-(3-((5-(difluoromethyl)-2-((2-ethyl-4-(4-methylpiperazin-1-yl)phenyl)amino)pyrimidin-4-yl)amino)propyl)-6,6-dimethyl-1,4-oxazepan-5-one